COC1=C(C=CC(=C1)C(=O)O)OS(=O)(=O)O vanillic acid 4-sulfate